CO[Si](CCCC1C(OC(C1)=O)=O)(OC)OC 3-[3-(trimethoxysilyl)propyl]-3,4-dihydrofuran-2,5-dione